C1(CCC1)C1=NC(=NC=C1)OCC1=C(N=NN1C)C1=CC=C(C(=N1)CC)N1C[C@@H](CC1)[C@H](C(=O)O)C (R)-2-((S)-1-(6-(5-(((4-cyclobutylpyrimidin-2-yl)oxy)methyl)-1-methyl-1H-1,2,3-triazol-4-yl)-2-ethylpyridin-3-yl)pyrrolidin-3-yl)propanoic acid